C(C)(C)(C)NC=1OC(C2=C(N1)C=C(C=C2)Cl)C2=NN=NN2C(C)(C)C N-(tert-butyl)-4-(1-(tert-butyl)-1H-tetrazol-5-yl)-7-chloro-4H-benzo[d][1,3]oxazin-2-amine